N3-((R)-1,1,1-trifluoropropan-2-yl)-6,7-dihydro-[1,2,3]triazolo[1,5-a]pyrazine-3,5(4H)-dicarboxamide FC([C@@H](C)NC(=O)C=1N=NN2C1CN(CC2)C(=O)N)(F)F